CN(C1=CC=C(C=C1)NC1=NC2=C(C3=CN=CC=C13)C=C(N2)C(=O)O)C 5-((4-(dimethylamino)phenyl)amino)-7H-pyrrolo[2,3-c][2,6]naphthyridine-8-carboxylic Acid